C1(CCCC1)N1C=C(C=C1)C(=O)NCC1=NC(=NO1)C=1N(C2=CC=CC(=C2C1)N[C@H]1[C@H](CN(CC1)C)F)CC(F)(F)F 1-cyclopentyl-N-{[3-(4-{[(3S,4R)-3-fluoro-1-methylpiperidin-4-yl]amino}-1-(2,2,2-trifluoroethyl)-1H-indol-2-yl)-1,2,4-oxadiazol-5-yl]methyl}-1H-pyrrole-3-carboxamide